(8-(2-fluoro-6-methoxy-4-((2-methoxyethyl)amino)-3-nitrophenyl)indolizin-3-yl)(3,4,5-trifluorophenyl)methanone FC1=C(C(=CC(=C1[N+](=O)[O-])NCCOC)OC)C1=CC=CN2C(=CC=C12)C(=O)C1=CC(=C(C(=C1)F)F)F